O.O.O.O.CN(C1CCN(CC1)C(=O)N)C.CN(C1CCN(CC1)C(=O)N)C bis(4'-(dimethylamino)-piperidineamide) tetrahydrate